ClC=1C=C(C=CC1)[C@H](C=1C=C(SC1)C(=O)C=1C=NC=NC1)NC 5-({4-[(R)-(3-chlorophenyl)(methylamino)methyl]-2-thienyl}carbonyl)pyrimidin